FC1=C(C=C(C=C1C(F)(F)F)C=1OC2=C(N1)C=C(C=C2)C(=O)NC21CC(C2)(C1)O)O 2-(4-Fluoro-3-hydroxy-5-(trifluoromethyl)phenyl)-N-(3-hydroxybicyclo[1.1.1]pentan-1-yl)benzo[d]oxazole-5-carboxamide